(S)-3-methyl-4-(5-(pyrrolidin-1-yl)-7-(3,4,5-trifluorophenyl)-7H-pyrrolo[2,3-d]pyrimidin-4-yl)piperazine-1-carboxylic acid tert-butyl ester C(C)(C)(C)OC(=O)N1C[C@@H](N(CC1)C=1C2=C(N=CN1)N(C=C2N2CCCC2)C2=CC(=C(C(=C2)F)F)F)C